CN(S(=O)(=O)N1N=CN=C1)C 1-(N,N-dimethylaminosulfonyl)-1H-1,2,4-triazole